3-fluoro-6,12-dioxo-6,12-dihydroindolo[2,1-b]quinazoline-8-sulfonamide FC1=CC=C2C(N3C(=NC2=C1)C(C1=CC(=CC=C13)S(=O)(=O)N)=O)=O